C(C)(C)(C)[Si](C)(C)OCC1=CC=C(C=C1)N=C=O tert-butyl-((4-isocyanatobenzyl)oxy)dimethylsilane